FC(C=1C=CC2=C(SC(=C2)C(=O)N2CC3(CC2)CCN(CC3)C(=O)N3N=C(C=C3)C(=O)O)C1)(F)F 1-(2-(6-(trifluoromethyl)benzo[b]thiophene-2-carbonyl)-2,8-diazaspiro[4.5]decane-8-carbonyl)-1H-pyrazole-3-carboxylic acid